C1(CC1)N1N=CC(=C1)C1OCCC(C1)C1=CC=2C(=NC(=C(N2)C)C)C(=N1)C1=C(C=C(C=C1)F)F 7-[2-(1-cyclopropylpyrazol-4-yl)tetrahydropyran-4-yl]-5-(2,4-difluorophenyl)-2,3-dimethyl-pyrido[3,4-b]pyrazine